[Si](C)(C)(C(C)(C)C)C#CC1=NC=C(C(=C1)C)B1OC(C(O1)(C)C)(C)C 2-[2-(tert-butyldimethylsilyl)ethynyl]-4-methyl-5-(4,4,5,5-tetramethyl-1,3,2-dioxaborolan-2-yl)pyridine